ClC=1C=C2C(=NC(N(C2=CC1C1=C(C=CC=C1O)F)C=1C=NC=CC1C1CC1)=O)N1CCN(CC1)C(C=C)=O 6-chloro-1-(4-cyclopropyl-3-pyridinyl)-7-(2-fluoro-6-hydroxy-phenyl)-4-(4-(2-propenoyl)-1-piperazinyl)-2(1H)-quinazolinone